FC(C(=O)O)(F)F.N1=CN=C(C2=C1NC=C2)C=2C=NN(C2)C(CC#N)C2=CC(=CC=C2)C(F)(F)F 3-[4-(7H-pyrrolo[2,3-d]pyrimidin-4-yl)-1H-pyrazol-1-yl]-3-[3-(trifluoromethyl)phenyl]-propanenitrile trifluoroacetate